7-methyleneinden-1-yl propionate C(CC)(=O)OC=1C=CC2=CC=CC(C12)=C